1,2,3,4-tetra(4-hydroxyphenyl)butane OC1=CC=C(C=C1)CC(C(CC1=CC=C(C=C1)O)C1=CC=C(C=C1)O)C1=CC=C(C=C1)O